ClC1=CC=C(C=C1)C1=C2C(C3CC=4N(C=5C=CC=CC5C4C)C3(C2=CC=C1)C=1NC2=CC=CC=C2C1C)=O (4-chlorophenyl)-10-methyl-4b-(3-methyl-1H-indol-2-yl)-11,11a-dihydroindeno[2',1':4,5]pyrrolo[1,2-a]indol-12(4bH)-one